FC1(C(=CC(N2[C@@H](CCC12)C(=O)OCC)=O)OS(=O)(=O)C(F)(F)F)F ethyl (3S)-8,8-difluoro-5-oxo-7-(((trifluoromethyl)sulfonyl)oxy)-1,2,3,5,8,8a-hexahydroindolizine-3-carboxylate